C1(CC1)N1CCN(CC1)C1=CC=C(C=O)C=C1 4-(4-cyclopropylpiperazin-1-yl)benzaldehyde